methyl 1-([1,1'-biphenyl]-4-ylmethyl)-4-fluoro-1H-indole-7-carboxylate C1(=CC=C(C=C1)CN1C=CC2=C(C=CC(=C12)C(=O)OC)F)C1=CC=CC=C1